N1=C(C=CC=C1)C(=NNC(N(C)C)=S)C1=NC=CC=C1 2-(di(pyridin-2-yl)methylene)-N,N-dimethylhydrazine-1-carbothioamide